2,6-dichloro-4-trifluoromethyl-pyridine ClC1=NC(=CC(=C1)C(F)(F)F)Cl